Ethyl (6R)-2-(2-bromoethyl)-5-(3,4-dichlorobenzoyl)-6-methyl-4,5,6,7-tetrahydro-2H-pyrazolo-[4,3-c]pyridine-3-carboxylate BrCCN1N=C2C(CN([C@@H](C2)C)C(C2=CC(=C(C=C2)Cl)Cl)=O)=C1C(=O)OCC